C[C@@]1(CN(CC1)C=1C=NC=C(C1)C(F)(F)F)NC(OC(C)(C)C)=O tert-butyl (R)-(3-methyl-1-(5-(trifluoromethyl)pyridin-3-yl)pyrrolidin-3-yl)carbamate